FC=1C=C(C(=O)NC2=NC=CC(=C2)C(F)(F)F)C=CC1 3-fluoro-N-(4-(trifluoromethyl)pyridin-2-yl)benzamide